CNC(=O)N1C(CNCC1C)C N,2,6-trimethylpiperazine-1-carboxamide